2-amino-3-cyano-4,5,6,7-tetrahydrobenzo[b]thiophene NC1=C(C2=C(S1)CCCC2)C#N